6-((3S,4S)-4-amino-3-methyl-2-oxa-8-azaspiro[4.5]decan-8-yl)-3-(3,3-dimethylbut-1-yn-1-yl)-5-methyl-1,5-dihydro-4H-pyrazolo[3,4-d]pyrimidin-4-one N[C@@H]1[C@@H](OCC12CCN(CC2)C=2N(C(C1=C(N2)NN=C1C#CC(C)(C)C)=O)C)C